(3S)-3-[2-ethyl-4-{2-[(5-fluoropyridin-2-yl)amino]-2-oxoethyl}-5,8-dioxo-5,8-dihydro-4H-pyrazolo[1,5-a]pyrrolo[3,4-d]pyrimidin-6(7H)-yl]-N-(propan-2-yl)pyrrolidine-1-carboxamide C(C)C1=NN2C(N(C3=C(C2=O)CN(C3=O)[C@@H]3CN(CC3)C(=O)NC(C)C)CC(=O)NC3=NC=C(C=C3)F)=C1